C1=CC2=CC3=NN=CC3=CC2=C1 Diaza-s-Indacene